5-(1,5-dimethyl-3,4-dihydro-2H-[1,4]diazepino[2,3-c]cinnolin-10-yl)-1,3-thiazol-2-amine CN1CCCN(C=2N=NC=3C=CC(=CC3C21)C2=CN=C(S2)N)C